3-Chloro-4-cyclopropyl-5-(8-fluoro-2-(((2R,7aS)-2-fluorotetrahydro-1H-pyrrolizin-7a(5H)-yl)methoxy)-4-(1,4-oxazepan-4-yl)pyrido[4,3-d]pyrimidin-7-yl)phenol ClC=1C=C(C=C(C1C1CC1)C1=C(C=2N=C(N=C(C2C=N1)N1CCOCCC1)OC[C@]12CCCN2C[C@@H](C1)F)F)O